CN(C1=CC=CC=C1)C=O N-methylformanilide